C(=CCC)CCO[SiH](C)C 2-butenyldimethylethoxysilane